C1=CC=CC=2C3=CC=CC=C3C(C12)COC(=O)N([C@@H]1CN(C[C@H]1C(NCCCCCCCCCCCCCC)=O)C(=O)OC(C)(C)C)C tert-butyl (3S,4R)-3-((((9H-fluoren-9-yl)methoxy) carbonyl)(methyl)amino)-4-(tetradecylcarbamoyl)pyrrolidine-1-carboxylate